(4-methoxyphenyl)-7-oxo-6-(4-(2-oxopiperidin-1-yl)phenyl)-4,5,6,7-tetrahydro-1H-pyrazolo[3,4-c]pyridine-3-carboxamide COC1=CC=C(C=C1)N1N=C(C2=C1C(N(CC2)C2=CC=C(C=C2)N2C(CCCC2)=O)=O)C(=O)N